3-(3-chloro-2-methyl-5-nitrophenylmethyl)morpholine ClC=1C(=C(C=C(C1)[N+](=O)[O-])CC1NCCOC1)C